C(C)(C)(C)OC(=O)NC1=CN=NC(=C1)C(F)(F)F N-[6-(trifluoromethyl)pyridazin-4-yl]aminocarboxylic acid tert-butyl ester